ClC1=CC=C(C(=N1)N1N=C(C=C1C)C#N)CO 1-(6-chloro-3-hydroxymethyl-2-pyridinyl)-5-methyl-pyrazole-3-carbonitrile